2,3,6-trimethyl-1,4-phenylene-bis(4-hydroxybenzoate) CC1=C(C(=CC(=C1C)C1=C(C(=O)[O-])C=CC(=C1)O)C)C1=C(C(=O)[O-])C=CC(=C1)O